di-n-decyldimethylammonium bromide CCCCCCCCCC[N+](C)(C)CCCCCCCCCC.[Br-]